BrC1=CC=C(C(=N1)I)N 6-bromo-2-iodo-pyridin-3-amine